ClC1=CC=C(C=C1)NC(=O)C=1SC(=CC1)C1=CC(=CC=C1)O N-(4-Chlorophenyl)-5-(3-hydroxyphenyl)thiophene-2-carboxamide